tert-butyl (6aR,8R)-2-chloro-8-(4-formylphenoxy)-6a,7,8,9-tetrahydro-pyrrolo[1',2':4,5]pyrazino[2,3-c]pyridazine-5(6H)-carboxylate ClC=1C=C2C(=NN1)N(C[C@@H]1N2C[C@@H](C1)OC1=CC=C(C=C1)C=O)C(=O)OC(C)(C)C